C1(CCCC1)O[Si](O[SiH](C)C)(C)C 1-cyclopentoxy-1,1,3,3-tetramethyldisiloxane